10-(2-((1R,4R)-5-methyl-2,5-diazabicyclo[2.2.1]heptan-2-yl)ethyl)-3,7-bis-(1-(tetrahydro-2H-pyran-2-yl)-1H-pyrazolo[3,4-c]pyridin-4-yl)-10H-phenothiazine CN1[C@H]2CN([C@@H](C1)C2)CCN2C1=CC=C(C=C1SC=1C=C(C=CC21)C2=C1C(=CN=C2)N(N=C1)C1OCCCC1)C1=C2C(=CN=C1)N(N=C2)C2OCCCC2